3-cyano-4-hydroxy-5-(2-methyl-1H-benzimidazol-5-yl)benzoic acid C(#N)C=1C=C(C(=O)O)C=C(C1O)C1=CC2=C(NC(=N2)C)C=C1